3-hydroxy-2-methyl-1-phenethylpyridin-4(1H)-one hydrochloride Cl.OC1=C(N(C=CC1=O)CCC1=CC=CC=C1)C